benzyl 3-(chlorosulfonyl)azetidine-1-carboxylate ClS(=O)(=O)C1CN(C1)C(=O)OCC1=CC=CC=C1